N1=C(C=NC=C1)C=1N=CSC1NC(OC(C)(C)C)=O tert-Butyl 4-(pyrazin-2-yl)thiazol-5-ylcarbamate